NC1CC(CC(C1)N)C(=O)O 3,5-diaminocyclohexanecarboxylic acid